(4-(cyclopropylsulfonyl)phenyl)-6-(4-(4-isopropylpiperazin-1-yl)phenyl)-1,4-dimethyl-1H-pyrrolo[3,2-c]pyridine C1(CC1)S(=O)(=O)C1=CC=C(C=C1)C1=CC=2C(=NC(=CC2N1C)C1=CC=C(C=C1)N1CCN(CC1)C(C)C)C